2-[[4-(4-Fluorophenyl)-5-(furan-2-yl)-4H-1,2,4-triazol-3-yl]sulfanyl]-N'-[(3,4,5-trimethoxyphenyl)methylidene]acetohydrazide FC1=CC=C(C=C1)N1C(=NN=C1C=1OC=CC1)SCC(=O)NN=CC1=CC(=C(C(=C1)OC)OC)OC